N(=C=O)CC1C2C(CC(C1CCCN=C=O)C2)CCN=C=O 2-(isocyanatomethyl)-3-(3-isocyanatopropyl)-6-(2-isocyanatoethyl)bicyclo[2.2.1]heptane